C(C)(=O)OCCOCCOCC 2-(2-ethoxyethoxy)-ethyl acetate